ClC1=NC=C(C(=C1)C1=C(C=NC(=C1)C)C(=O)NC=1SC=2C(=NC=C(N2)C2=CCC(CC2)(O)C(F)F)N1)OC 2'-chloro-N-(6-(4-(difluoromethyl)-4-hydroxycyclohex-1-en-1-yl)thiazolo[4,5-b]pyrazin-2-yl)-5'-methoxy-6-methyl-[4,4'-bipyridine]-3-carboxamide